4-((3,4-Dimethoxyphenyl)(4-fluorophenyl)(hydroxy)methyl)piperidine-1-carboxylic acid tert-butyl ester C(C)(C)(C)OC(=O)N1CCC(CC1)C(O)(C1=CC=C(C=C1)F)C1=CC(=C(C=C1)OC)OC